C(C)(C)(C)OC(=O)N1CC=2N(C[C@@H]1C)N=CC2I (S)-3-iodo-6-methyl-6,7-dihydropyrazolo[1,5-a]pyrazine-5(4H)-carboxylic acid tert-butyl ester